CC=1C=CC=C2NCCN(C12)S(=O)(=O)C1=C(C=C(C=C1)C1=CC(=NO1)C)C 8-methyl-1-[2-methyl-4-(3-methyl-1,2-oxazol-5-yl)benzenesulfonyl]-1,2,3,4-tetrahydroquinoxaline